N-acetyl-2-methyl-6-nitrophenylamine C(C)(=O)NC1=C(C=CC=C1[N+](=O)[O-])C